dicyanomethylenepyranone C(#N)C(C#N)=C1C(OC=CC1)=O